COC=1C(=C(OC[C@@H]2CN(CCO2)C(=O)OC(C)(C)C)C=CC1)C1=CC=NO1 Tert-butyl (2S)-2-[3-methoxy-2-(1,2-oxazol-5-yl)phenoxymethyl]morpholine-4-carboxylate